(2-(4-methoxyphenoxy)ethoxy)-3-(5-methylthiazol-4-yl)-2-(4-(trifluoromethyl)phenyl)-1H-inden-1-one COC1=CC=C(OCCOC2=C3C(=C(C(C3=CC=C2)=O)C2=CC=C(C=C2)C(F)(F)F)C=2N=CSC2C)C=C1